(2-(3-bromophenyl)oxazol-5-yl)methanol BrC=1C=C(C=CC1)C=1OC(=CN1)CO